OCCNCCNCCO N,N'-bis(2-hydroxy-ethyl)ethylenediamine